4-(4-(1,4-Dimethyl-2-(4-(methylsulfonyl)phenyl)-1H-pyrrolo[3,2-c]pyridin-6-yl)-2-fluorophenyl)-1-isopropylpiperidin-4-ol CN1C(=CC=2C(=NC(=CC21)C2=CC(=C(C=C2)C2(CCN(CC2)C(C)C)O)F)C)C2=CC=C(C=C2)S(=O)(=O)C